2-(4-((2-(chloromethyl)-4-methylthiazol-5-yl)oxy)-3-fluorophenyl)-4-(2,6-difluorobenzyl)-2,4-dihydro-3H-1,2,4-triazol-3-one ClCC=1SC(=C(N1)C)OC1=C(C=C(C=C1)N1N=CN(C1=O)CC1=C(C=CC=C1F)F)F